COCOC1=C(C(=CC(=C1)C(F)(F)F)C)C1=CC2=C(N=N1)N(CC2)C[C@H](C)O (2S)-1-{3-[2-(methoxymethoxy)-6-methyl-4-(trifluoromethyl)phenyl]-5,6-dihydro-7H-pyrrolo[2,3-c]pyridazin-7-yl}propan-2-ol